CN1N=C(C=C1)C1=CC(=CC(=N1)C(=O)NC[C@H]1OCCC1)CC=1C=NC(=CC1)C=1C=NN(C1)C (S)-6-(1-methyl-1H-pyrazol-3-yl)-4-((6-(1-methyl-1H-pyrazol-4-yl)pyridin-3-yl)methyl)-N-((tetrahydrofuran-2-yl)methyl)picolinamide